1-cyclohexyl-2-(4-fluorophenyl)-1,6-dihydrodipyrrolo[2,3-b:2',3'-d]Pyridine C1(CCCCC1)N1C(=CC=2C1=C1C(=NC2)NC=C1)C1=CC=C(C=C1)F